3-(benzyloxy)-1-(2-(trifluoromethoxy)pyridin-3-yl)cyclobutan-1-ol C(C1=CC=CC=C1)OC1CC(C1)(O)C=1C(=NC=CC1)OC(F)(F)F